methyl 1-(5-((3-fluorophenyl) ethynyl)-2,3-dihydro-1H-inden-1-yl)-3,3-dimethyl-piperidine-4-carboxylate FC=1C=C(C=CC1)C#CC=1C=C2CCC(C2=CC1)N1CC(C(CC1)C(=O)OC)(C)C